(4,4-dimethylcyclohexyl)pivalamide hydrochloride Cl.CC1(CCC(CC1)CC(C(=O)N)(C)C)C